methyl 4-fluoro-3-(5-hydroxy-1-methyl-1H-pyrazol-4-yl)benzoate FC1=C(C=C(C(=O)OC)C=C1)C=1C=NN(C1O)C